8-(4-chloro-3-fluorophenyl)-3-methoxy-6,7-dihydro-5H-benzo[7]annulen-9-yl trifluoromethanesulfonate FC(S(=O)(=O)OC1=C(CCCC2=C1C=CC(=C2)OC)C2=CC(=C(C=C2)Cl)F)(F)F